N1=CC=CC2=CC(=CC=C12)CC(=O)O 2-(quinolin-6-yl)acetic acid